FC1(CCNCC1)C(=O)N([C@@H](C(C)C)C(=O)O)C (4-fluoropiperidine-4-carbonyl)-N-methyl-L-valine